N(=[N+]=[N-])[N] azidoNitrogen